O=S1(OCCN1C(=O)OCC1=CC=CC=C1)=O benzyl 2,2-dioxooxathiazolidine-3-carboxylate